N-(sec-butyl)undecane-1,11-diamine C(C)(CC)NCCCCCCCCCCCN